(R)-3-(2-(1-(2-(oxetane-3-carbonyl)-2-azaspiro[3.4]octan-6-yl)piperidin-4-yl)phenoxy)propanenitrile O1CC(C1)C(=O)N1CC2(C1)C[C@@H](CC2)N2CCC(CC2)C2=C(OCCC#N)C=CC=C2